COC([C@H](N)C1=C(C=CC=C1)Cl)=O |r| racemic-o-chlorophenylglycine methyl ester